NC1=CC=C(C=C1)S(=O)(=O)Cl 4-Aminobenzene-1-sulfonyl chloride